eicosandiamine C(CCCCCCCCCCCCCCCCCCC)(N)N